(1-(5-(2-(tert-butyl ethyl(isopropyl)carbamoyl)-4-fluorophenoxy)pyrimidin-4-yl)piperidin-4-yl)carbamate C(C)(C)(C)C(C)N(C(=O)C1=C(OC=2C(=NC=NC2)N2CCC(CC2)NC([O-])=O)C=CC(=C1)F)C(C)C